(S)-2-(1-amino-1,3-dihydro-spiro[inden-2,4'-piperidin]-1'-yl)-5-(3-(3-methoxyphenyl)prop-1-yn-1-yl)-3-methylpyridin-4(3H)-one NC1C2=CC=CC=C2CC12CCN(CC2)C2=NC=C(C([C@H]2C)=O)C#CCC2=CC(=CC=C2)OC